N-(1-((2R,4R,5R)-3,3-difluoro-4-hydroxy-5-(hydroxymethyl)tetrahydrofuran-2-yl)-2-oxo-1,2-dihydropyrimidin-4-yl)-2-methylpyrimidine-4-carboxamide FC1([C@@H](O[C@@H]([C@H]1O)CO)N1C(N=C(C=C1)NC(=O)C1=NC(=NC=C1)C)=O)F